P(O)(O)(O)=[Se] selenophosphoric acid